2-{[4-(Benzyloxy)-2-cyclopropylphenyl]amino}-N-(2-cyclohexylethyl)benzamide tert-butyl-(4R)-4-[(E,1R)-5-ethoxy-1-isobutyl-5-oxo-pent-3-enyl]-2,2-dimethyl-oxazolidine-3-carboxylate C(C)(C)(C)OC(=O)N1C(OC[C@H]1[C@@H](C\C=C\C(=O)OCC)CC(C)C)(C)C.C(C1=CC=CC=C1)OC1=CC(=C(C=C1)NC1=C(C(=O)NCCC2CCCCC2)C=CC=C1)C1CC1